CS(=O)(=O)N1CCC(CC1)C1=C(C(=NC(=N1)N)C=1N=CN(C1)C1CCOCC1)C(F)(F)F (1-(methylsulfonyl)piperidin-4-yl)-4-(1-(tetrahydro-2H-pyran-4-yl)-1H-imidazol-4-yl)-5-(trifluoromethyl)pyrimidin-2-amine